4(s)-(hydroxymethyl)imidazole OCC=1N=CNC1